C(C)(C)(C)C=1SC(=CN1)C1=CC(=NC=C1)N(C(=O)C1CCC(CC1)N1CCC(CC1)O)CC12CCC(CC1)(CC2)C2=CC(=C(C=C2)OC)C 4-((4-(2-(tert-Butyl)thiazol-5-yl)pyridin-2-yl)((4-(4-methoxy-3-methylphenyl)bicyclo[2.2.2]octan-1-yl)methyl)carbamoyl)cyclohexyl-4-hydroxypiperidine